8-Cyclopentyl-N-(3-fluoro-5-(1H-pyrazol-4-yl)benzyl)-7H-purine-6-carboxamide C1(CCCC1)C1=NC2=NC=NC(=C2N1)C(=O)NCC1=CC(=CC(=C1)C=1C=NNC1)F